N-(4,5-dimethylisoxazol-3-yl)-2-fluoro-N-(methoxymethyl)benzenesulfonamide CC=1C(=NOC1C)N(S(=O)(=O)C1=C(C=CC=C1)F)COC